OC1=CC=C(C=C1)CCC1=CC=CC=C1 2-[2-(4-hydroxyphenyl)ethyl]benzene